C1(=CC=CC=C1)C(C#CCCCCCC)(C(=O)O)C(=O)O phenyl-nonynedicarboxylic acid